CSC1=CC=C(C(=O)O)C=C1 4-(methylthio)benzoic acid